FC1=C(C=C(C(=C1O)F)F)C1=NC(=NO1)C(=O)N1CC2=CC=C(C=C2C1)C#N 2-(5-(2,4,5-Trifluoro-3-hydroxyphenyl)-1,2,4-oxadiazole-3-carbonyl)isoindoline-5-carbonitrile